(4s)-stearate C(CCCCCCCCCCCCCCCCC)(=O)[O-]